OCC(C)(CO)NC(C(C(C(C(C(C(F)(F)F)(F)F)(F)F)(F)F)(F)F)(F)F)=O N-(1,1-dihydroxymethylethyl)perfluoroheptanamide